1,2,5-tri-O-acetyl-3,4,6-tri-methyl-glucitol C(C)(=O)OC[C@H](OC(C)=O)[C@@](O)([C@](O)([C@H](OC(C)=O)C(O)C)C)C